tert-butyl 1-((2S,3S)-1-methyl-5-oxo-2-(pyridin-3-yl)pyrrolidin-3-yl)-1-oxo-5,8,11,14,17,20,23,26,29,32,35,38,41,44,47,50,53,56,59,62-icosaoxa-2-azapentahexacontan-65-oate CN1[C@@H]([C@H](CC1=O)C(NCCOCCOCCOCCOCCOCCOCCOCCOCCOCCOCCOCCOCCOCCOCCOCCOCCOCCOCCOCCOCCC(=O)OC(C)(C)C)=O)C=1C=NC=CC1